ClC1=NC=C(C(=N1)N1CC(CC1)N1CCCC1)Cl 1'-(2,5-dichloropyrimidin-4-yl)-1,3'-bipyrrolidine